DL-methionyl-DL-methionine N[C@@H](CCSC)C(=O)N[C@@H](CCSC)C(=O)O |&1:1,&2:9|